1-(tert-butyl) 2-methyl (2S,4R)-4-((3-chloro-7-methoxyquinoxalin-2-yl)oxy)pyrrolidine-1,2-dicarboxylate ClC=1C(=NC2=CC(=CC=C2N1)OC)O[C@@H]1C[C@H](N(C1)C(=O)OC(C)(C)C)C(=O)OC